CC1([C@H](C1)C(=O)N1CC2(C1)CN(C[C@H]2C(=O)N2C(OC[C@H]2C2=CC=CC=C2)=O)C(=O)OC(C)(C)C)C tert-butyl (S)-2-((S)-2,2-dimethylcyclopropane-1-carbonyl)-8-((R)-2-oxo-4-phenyloxazolidine-3-carbonyl)-2,6-diazaspiro[3.4]octane-6-carboxylate